O1CCN(CC1)C(CC)S(=O)(=O)O morpholino-1-propanesulphonic acid